4-(2-oxopiperazin-1-yl)benzamide O=C1N(CCNC1)C1=CC=C(C(=O)N)C=C1